(6Ar,10aR)-3-(5-iodopentyl)-6,6,9-trimethyl-6a,7,8,10a-tetrahydrobenzo[c]chromen-1-ol ICCCCCC=1C=C(C=2[C@H]3[C@H](C(OC2C1)(C)C)CCC(=C3)C)O